P(=O)(O)(OC(C)(C)OC1=CC(=CC(=C1C1C(CCC(=C1)C)C(=C)C)OC(C)(C)OP(=O)(O)[O-])CCCCC)[O-].[NH4+].[NH4+] diammonium ((5'-methyl-4-pentyl-2'-(prop-1-en-2-yl)-1',2',3',4'-tetrahydro-[1,1'-biphenyl]-2,6-diyl)bis(oxy))bis(propane-2,2-diyl) bis(hydrogen phosphate)